N1CC(C1)N1C[C@H](CCC1)NC(=O)NC1=CC=C(C=C1)C1=CC2=C(N=CN=C2N2CCOCC2)N1 (S)-1-(1-(azetidin-3-yl)piperidin-3-yl)-3-(4-(4-morpholino-7H-pyrrolo[2,3-d]pyrimidin-6-yl)phenyl)urea